5-((2-((2s,5s)-5-amino-5-(hydroxymethyl)-1,3-dioxan-2-yl)ethyl)(3-fluoro-4-methoxybenzyl)amino)picolinonitrile NC1(COC(OC1)CCN(C=1C=CC(=NC1)C#N)CC1=CC(=C(C=C1)OC)F)CO